C(C1=CC=CC=C1)(=O)OC1=CC(C(C(C1)(C)C)C(=O)OCC)=O 4-(ethoxycarbonyl)-5,5-dimethyl-3-oxocyclohex-1-en-1-yl benzoate